Methyl 1-(2,2,3,3,3-pentafluoropropyl)pyrazolo[3,4-c]pyridine-5-carboxylate FC(CN1N=CC=2C1=CN=C(C2)C(=O)OC)(C(F)(F)F)F